C(C)OC([C@@H](N)CC)=O L-homoalanine ethyl ester